[C@H]12[C@H](C[C@H](CC1)O2)OC2=NN=C(S2)NC(=O)C=2C=NC(=CC2C2=CC(=NC=C2OC)Cl)C N-(5-(((1R,2S,4S)-7-oxabicyclo(2.2.1)heptan-2-yl)oxy)-1,3,4-thiadiazol-2-yl)-2'-chloro-5'-methoxy-6-methyl-(4,4'-bipyridine)-3-carboxamide